[(4-hydroxy)phenyl]porphyrin tert-butyl-(S)-(1-((4-(3-chloropyridin-4-yl)phenyl)amino)-1-oxo-3,3-diphenylpropan-2-yl)carbamate C(C)(C)(C)N(C(O)=O)[C@H](C(=O)NC1=CC=C(C=C1)C1=C(C=NC=C1)Cl)C(C1=CC=CC=C1)C1=CC=CC=C1.OC1=CC=C(C=C1)C1=C2NC(=C1)C=C1C=CC(=N1)C=C1C=CC(N1)=CC=1C=CC(N1)=C2